C(CCCCCCCCCCCCC)(=O)[N+](C)(C)C myristoyltrimethylammonium